tert-butyl (2S,4R)-2-((6-bromo-3-ethylpyridin-2-yl) carbamoyl)-4-fluoropyrrolidine-1-carboxylate BrC1=CC=C(C(=N1)NC(=O)[C@H]1N(C[C@@H](C1)F)C(=O)OC(C)(C)C)CC